C(=C)OC(CCCCCCCCCCC)=O Vinyl-Laurat